C(C1=CC=CC=C1)N1C(CCC1)=O 1-benzyl-2-pyrrolidinone